NC1=C(C=C(C(=O)O)C=C1)C(=O)OC 4-amino-3-methoxycarbonyl-benzoic acid